ClC1=CC(=C(C=C1)CN1C[C@@]2(CN(C[C@@]2(C1)C)C1=CC(N(C=2C=CC(=NC12)C#N)C)=O)C)O 8-[(3aS,6aR)-2-[(4-chloro-2-hydroxy-phenyl)methyl]-3a,6a-dimethyl-1,3,4,6-tetrahydropyrrolo[3,4-c]pyrrol-5-yl]-5-methyl-6-oxo-1,5-naphthyridine-2-carbonitrile